ClC1=NC=C(C=C1F)B1OC(C(O1)(C)C)(C)C 2-chloro-3-fluoro-5-(4,4,5,5-tetramethyl-1,3,2-dioxaborolan-2-yl)pyridine